N-(1-Methyl-3-(5-morpholinopyridin-2-yl)-1H-pyrazol-4-yl)-6-(1H-pyrazol-3-yl)picolinamid CN1N=C(C(=C1)NC(C1=NC(=CC=C1)C1=NNC=C1)=O)C1=NC=C(C=C1)N1CCOCC1